ClC=1C(=NC(=NC1)NC=1C=NC(=CC1)OC)C1=CC=C2CN(C(C2=C1)=O)[C@@H](C(=O)N[C@H](C)C1=NC(=CC=C1)N1CCN(CC1)C)C (2R)-2-(6-{5-chloro-2-[(6-methoxypyridin-3-yl)amino]pyrimidin-4-yl}-1-oxo-2,3-dihydro-1H-isoindol-2-yl)-N-[(1R)-1-[6-(4-methylpiperazin-1-yl)pyridin-2-yl]ethyl]propanamide